BrC=1C=C(C(N(C1)CC(F)(F)F)=O)C(=O)OC methyl 5-bromo-2-oxo-1-(2,2,2-trifluoroethyl)-1,2-dihydropyridine-3-carboxylate